CC=1C(=C2N(N1)CCC2)C=2CCN(CC2)C(=O)OCC2=CC=CC=C2 benzyl 4-(2-methyl-5,6-dihydro-4H-pyrrolo[1,2-b]pyrazol-3-yl)-3,6-dihydropyridine-1(2H)-carboxylate